F\C=C(/C(F)F)\F (E)-1,2,3,3-tetrafluoro-1-propene